(N-tolylurea) phosphonium [PH4+].C1(=C(C=CC=C1)NC(=O)N)C